FC1=NC=C(C=C1)C(C)C 2-fluoro-5-(1-methylethyl)pyridine